BrC1=CC(N(C=C1)C(CN(C)C)C1=CC(=CC(=C1)Cl)Cl)=O 4-Bromo-1-(1-(3,5-dichlorophenyl)-2-(dimethylamino)ethyl)pyridin-2(1H)-one